Octylferrocen C(CCCCCCC)[C-]1C=CC=C1.[CH-]1C=CC=C1.[Fe+2]